NC=1C(=C(OC=2C(=C(C(=O)C3=CC=CC=C3)C=CC2)OC2=C(C(=CC=C2)N)C(C2=CC=CC=C2)(C)C)C=CC1)C(C1=CC=CC=C1)(C)C bis(amino-α,α-dimethylbenzylphenoxy)benzophenone